3-(4-isobutyl-2-methylcyclohex-1-en-1-yl)propanal C(C(C)C)C1CC(=C(CC1)CCC=O)C